(2,2-difluoro-1-hydroxyethyl)-1H-indole-5-carbonitrile FC(C(O)N1C=CC2=CC(=CC=C12)C#N)F